NC(=O)C1=CC=C2C=CC(=CC2=C1)C(=O)OC methyl 7-(aminocarbonyl)-2-naphthoate